FC=1C=C2C(=CC=NC2=CC1)C1CCC(CC1)CN1C(C2=CC=CC=C2C1=O)=O 2-((4-(6-fluoroquinolin-4-yl)cyclohexyl)methyl)isoindoline-1,3-dione